C(C)(C)(C)OC(=O)N1S(OCC1)(=O)=O 1,2,3-oxathiazolidine-3-carboxylic acid tert-butyl ester 2,2-dioxide